C(C)(C)(C)OC(N[C@@H]1C[C@@H](CCC1)NC(=O)OCC1=CC=CC=C1)=O.C(C)[Si](C1=CC=C(C=C1)[Si](O)(O)CC)(O)O 1,4-bis(ethyldihydroxysilyl)benzene tert-butyl-N-[cis-3-(benzyloxycarbonylamino)cyclohexyl]carbamate